BrC=1C=CC(=NC1)OCOC 5-Bromo-2-(methoxymethoxy)pyridine